C(CCCCCCC)=NO octanaldoxime